C12(CC3CC(CC(C1)C3)C2)C(C=P(C2=CC=CC=C2)(C2=CC=CC=C2)C2=CC=CC=C2)=O 1-(1-adamantyl)-2-(triphenyl-λ5-phosphanylidene)ethanone